Cl.Cl.CC(C)[C@H]1CN(CCN1)C=1N=NC(=CN1)C1=C(C=C(C=C1)C=1C=CC=2N(C1)C=NN2)O 2-{3-[(3S)-3-(propan-2-yl)piperazin-1-yl]-1,2,4-triazin-6-yl}-5-([1,2,4]triazolo[4,3-a]pyridin-6-yl)phenol dihydrochloride